C(C1=CC=CC=C1)OC(=O)N(C1CN(C1)C1=NC=C(C(=C1)C(=O)OC)C)C methyl 2-[3-[benzyloxycarbonyl (methyl) amino] azetidin-1-yl]-5-methyl-pyridine-4-carboxylate